C1(CC1)C=1OC(=NN1)C1=CC=C(C=C1)[C@H](C)OC1=NC(=NC(=C1C)C)C 2-cyclopropyl-5-[4-[(1S)-1-(2,5,6-trimethylpyrimidin-4-yl)oxyethyl]phenyl]-1,3,4-oxadiazole